FC=1C=C2C(=C(C(N(C2=CC1)C)=O)C=1C=CC(=C2CCCC12)CCC(=O)O)C 3-(7-(6-fluoro-1,4-dimethyl-2-oxo-1,2-dihydroquinolin-3-yl)-2,3-dihydro-1H-inden-4-yl)propionic acid